3-(((benzyloxy)carbonyl)amino)adamantan-1-yl methanesulfonate CS(=O)(=O)OC12CC3(CC(CC(C1)C3)C2)NC(=O)OCC2=CC=CC=C2